C(N)(=O)C=1C(=NN2C1NCCC2C=2CCN(CC2)C(=O)OC(C)(C)C)C2=CC=C(C=C2)OC2=CC=CC=C2 tert-butyl 4-(3-carbamoyl-2-(4-phenoxyphenyl)-4,5,6,7-tetrahydropyrazolo[1,5-a]pyrimidin-7-yl)-3,6-dihydropyridine-1(2H)-carboxylate